C(CCC=CCCC=CCC=C)=O dodeca-4,8,11-trienealdehyde